C(C)(C)NC(O[C@H]1C[C@H](CC1)C1=NN(C(=C1)NC(=O)C1=CC=NN1CCN1CCN(CC1)CC#C)C(C)(C)C)=O (1R,3S)-3-(1-(tert-butyl)-5-(1-(2-(4-(prop-2-yn-1-yl)piperazin-1-yl)ethyl)-1H-pyrazole-5-carboxamido)-1H-pyrazol-3-yl)cyclopentyl isopropylcarbamate